7-cyano-5-(2-fluoroprop-2-yl)benzo[b]thiophene-2-carboxylic acid C(#N)C1=CC(=CC2=C1SC(=C2)C(=O)O)C(C)(C)F